OCCS(=O)(=O)NC1=CC(=C(C=C1)C=1OC(=NN1)C1=NC(=NC(=C1)C)N1C[C@H](OCC1)C)N1CCC2(CC2)CC1 (R)-2-hydroxy-N-(4-(5-(6-methyl-2-(2-methylmorpholino)pyrimidin-4-yl)-1,3,4-oxadiazol-2-yl)-3-(6-azaspiro[2.5]octan-6-yl)phenyl)ethane-1-sulfonamide